tert-butyl (2-((4-((4-(1H-pyrrolo[2,3-b]pyridin-1-yl)pyrimidin-2-yl)amino)-5-methoxy-2-nitrophenyl)(methyl)amino)ethyl)(methyl)carbamate N1(C=CC=2C1=NC=CC2)C2=NC(=NC=C2)NC2=CC(=C(C=C2OC)N(CCN(C(OC(C)(C)C)=O)C)C)[N+](=O)[O-]